N-[2-(2-hydroxyethoxy)ethyl]-exo-3,6-epoxy-1,2,3,6-tetrahydrophthalimide OCCOCCN1C(C2C(C1=O)C1C=CC2O1)=O